C[Si]1(OC(C(O[Si]1(C)C)C)C)C 2,2,3,3,5,6-hexamethyl-1,4,2,3-dioxadisilinane